ClC1=CC(=C(C=C1)C1(OC2=C(O1)C=CC=C2C2CCN(CC2)CC2=NC=C(C=C2C2CC2)C2=NN=NN2)C)F 2-((4-(2-(4-chloro-2-fluorophenyl)-2-methylbenzo[d][1,3]dioxol-4-yl)piperidin-1-yl)methyl)-3-cyclopropyl-5-(1H-tetrazol-5-yl)pyridine